(2,4,6-trimethylcyclohex-3-enyl)methanol CC1C(C(CC(=C1)C)C)CO